CN1C2=CC=CC=C2N(C=2C=CC=CC12)C1=C(C=C(C=C1N1C=2C=CC=CC2N(C2=CC=CC=C12)C)N1C=2C=CC=CC2N(C2=CC=CC=C12)C)C1=CC=C(C=C1)C=1SC2=C(N1)C=CC=C2 2-(2',3',5'-tris(10-methylphenazin-5(10H)-yl)-[1,1'-biphenyl]-4-yl)benzo[d]thiazole